(4-(4-amino-2-methylphenoxy)piperidin-1-yl)(cyclopropyl)methanone NC1=CC(=C(OC2CCN(CC2)C(=O)C2CC2)C=C1)C